(S)-4-methyl-5-(trifluoromethyl)-2-(2-(trifluoromethyl)morpholino)nicotinamide CC1=C(C=NC(=C1C(=O)N)N1C[C@H](OCC1)C(F)(F)F)C(F)(F)F